9-Aristolene CC1CCCC2=CCC3C(C12C)C3(C)C